(3S,4S)-4-METHYLHEPT-6-ENE-3-SULFONAMIDE C[C@H]([C@H](CC)S(=O)(=O)N)CC=C